C1=CC=C(C=2SC3=C(C21)C=CC=C3)C=3C=C(C=C(C3)C3=CC=CC=C3)C3=NC(=NC(=N3)C3=CC=C(C=C3)C3=CC=CC=C3)C3=CC=CC=C3 2-(5-(dibenzothiophene-4-yl)-1,1'-biphenyl-3-yl)-4-(1,1'-biphenyl-4-yl)-6-phenyl-1,3,5-triazine